C(=O)=C1C2(CN(C2)C/C=C/C(=O)OC)CCN1CC1=NC=2NCCCC2C=C1 methyl (E)-4-(5-carbonyl-6-((5,6,7,8-tetrahydro-1,8-naphthyridin-2-yl)methyl)-2,6-diazaspiro[3.4]octan-2-yl)but-2-enoate